C(#N)C1=C(C=C(C=C1C(=O)O)C(=O)O)C1=CC=CC=C1 cyano-3,5-dicarboxy-1,1'-biphenyl